OC[C@](C)(O)[C@@H]1CN(CCC1)C(=O)OCC1=CC=CC=C1 benzyl (S)-3-((R)-1,2-dihydroxypropan-2-yl)piperidine-1-carboxylate